OC(=O)O mono-hydroxycarboxylic acid